C(#N)N=S(=O)(NC(NC1=C2CCCC2=CC=2CCCC12)=O)C=1OC=C(C1)C(C)(C)O N'-cyano-N-((1,2,3,5,6,7-hexahydro-s-indacen-4-yl)carbamoyl)-4-(2-hydroxypropan-2-yl)furan-2-sulfonimidamide